trans-1,2-Diazido-1,2,3,4-tetrahydronaphthalene N(=[N+]=[N-])[C@H]1[C@@H](CCC2=CC=CC=C12)N=[N+]=[N-]